FC=1C(=NC=C(C1)C(F)(F)F)N1CCC(CC1)N1CCC2(CS(C2)(=O)=O)CC1 7-(1-(3-fluoro-5-(trifluoromethyl)pyridin-2-yl)piperidin-4-yl)-2-thia-7-azaspiro[3.5]nonane 2,2-dioxide